COC1=CC=C(C(=O)NC=2C=CC3=C(N=C(O3)C=3C=NC=CC3)C2)C=C1 4-Methoxy-N-[2-(pyridin-3-yl)-1,3-benzoxazol-5-yl]benzamide